ClC=1C=CC(=C(C1Cl)NC(C(=O)O)=O)N1N=NN=C1 2-((5,6-dichloro-2-(1H-tetrazol-1-yl)phenyl)amino)-2-oxoacetic acid